tert-butyl 3-[(3aR,4R,6S,6aS)-6-hydroxy-2,2-dimethyl-tetrahydro-3aH-cyclopenta[d][1,3]dioxol-4-yl]-5,6-dihydro-2H-pyridine-1-carboxylate O[C@H]1C[C@@H]([C@@H]2[C@H]1OC(O2)(C)C)C=2CN(CCC2)C(=O)OC(C)(C)C